(1R,2S)-2-{3-[({1-[(2S)-2-Butanyl]-5-(3-phenylpropyl)-1H-pyrrol-2-yl}carbonyl)amino]-4-chlorophenyl}cyclopropanecarboxylic acid C[C@@H](CC)N1C(=CC=C1CCCC1=CC=CC=C1)C(=O)NC=1C=C(C=CC1Cl)[C@@H]1[C@@H](C1)C(=O)O